C(C)OC(=O)C1=CN=CN1N(C(=O)OC)C(=O)OC 1-(bis(methoxycarbonyl)amino)-1H-imidazole-5-carboxylic acid ethyl ester